ClC=1C(=C(C=CC1OC(F)F)NC=1C2=C(N=CN1)C=C(C(=N2)O[C@@H]2CN(CC2)C(C=C)=O)F)F (S)-1-(3-((4-((3-chloro-4-(difluoromethoxy)-2-fluorophenyl)amino)-7-fluoropyrido[3,2-d]pyrimidin-6-yl)oxy)pyrrolidin-1-yl)prop-2-en-1-one